C1(CCCC2=CC=CC=C12)C(=O)O tetralinic acid